FC(C(=O)O)(F)F.NC(C#CC1=CC=C(C=C1)C=1C(=C(C(=O)N)C=CC1NC=1N=CC2=C(C3=C(C(=NC2)C2=C(C=CC=C2OC)F)C=C(C=C3)Cl)N1)OC)CO (4-(3-amino-4-hydroxy-but-1-yn-1-yl)phenyl)-4-((9-chloro-7-(2-fluoro-6-methoxyphenyl)-5H-benzo[c]pyrimido[4,5-e]azepin-2-yl)amino)-2-methoxybenzamide trifluoroacetate